CC1C(N(C2CC1C2)C(=O)C2=NC(=CC=C2N2N=CC=N2)C)COC2=NC=C(C=C2)C cis-4-Methyl-2-[6-methyl-3-(2H-1,2,3-triazol-2-yl)pyridin-2-carbonyl]-3-{[(5-methylpyridin-2-yl)oxy]methyl}-2-azabicyclo[3.1.1]heptan